Cl.S1C(=NC2=C1C=CC=C2)CN2CCN(CC2)C=2C=C(NC1CC1)C=CC2C=2N=NNN2 3-[4-(1,3-benzothiazol-2-ylmethyl)piperazin-1-yl]-N-cyclopropyl-4-(2H-tetrazol-5-yl)aniline hydrochloride